C(C1=CC=CC=C1)NC(=N)N1CC(C=2C3=C(C=CC12)C(=CC=C3)Br)C N-Benzyl-6-Bromo-1-methyl-1,2-dihydro-3H-benzo[e]indole-3-carboximidamide